ClC=1C=C(C=CC1F)[C@H](NC(=O)N1[C@@H](C(NCC1)=O)C)C1CC2CCC(C1)C2(F)F (2R)-N-((R)-(3-chloro-4-fluorophenyl)(8,8-difluorobicyclo[3.2.1]octan-3-yl)-methyl)-2-methyl-3-oxopiperazine-1-carboxamide